tert-butyl (3R)-3-[(2S)-1-(tert-butoxy)-3-(5-hydroxypyridin-3-yl)-1-oxopropane-2-yl]pyrrolidine-1-carboxylate C(C)(C)(C)OC([C@@H](CC=1C=NC=C(C1)O)[C@@H]1CN(CC1)C(=O)OC(C)(C)C)=O